COC(=O)C1=NC(=C(C=C1)F)C1=C(C=C(C=C1F)SC)F 6-[2,6-difluoro-4-(methylthio)phenyl]-5-fluoropyridine-2-carboxylic acid methyl ester